((2R,3S,5R)-5-(6-amino-2-fluoro-9H-purin-9-yl)-2-ethynyl-3-hydroxy-tetrahydrofuran-2-yl)methyl 1-adamantyl carbonate C(OC[C@]1(O[C@H](C[C@@H]1O)N1C2=NC(=NC(=C2N=C1)N)F)C#C)(OC12CC3CC(CC(C1)C3)C2)=O